NC1=C2C(=C(N=N1)OC(C)C)N(C(=N2)CCCC)CC2=C(C#N)C=CC=N2 ((4-amino-2-butyl-7-isopropoxy-1H-imidazo[4,5-d]pyridazin-1-yl)methyl)nicotinonitrile